NC=1C=C(C=CC1)C1=CC(=CC(=N1)NC=1SC(=CN1)C)CN1CCN(CCC1)C N-(6-(3-aminophenyl)-4-((4-methyl-1,4-diazepane-1-yl)methyl)pyridin-2-yl)-5-methylthiazole-2-amine